2,3,4,5-tetramethoxytoluene COC1=C(C)C=C(C(=C1OC)OC)OC